FC1=C(C(=NC(N1[C@H]1C[C@H](O)[C@@H](CO)O1)=O)N)F difluoro-2'-deoxycytidine